tert-Butyl (S)-3-(hydroxymethyl)-2-azaspiro[4.4]nonane-2-carboxylate OC[C@H]1N(CC2(C1)CCCC2)C(=O)OC(C)(C)C